Octahydro-4,7-methano-1H-indenecarboxaldehyd C1(CCC2C3CCC(C12)C3)C=O